C(C)NCCCNCC N,N'-Diethyl-1,3-propandiamin